FC(C(=O)O)(F)F.NC1=NN2C(N=CC=C2)=C1C(=O)NC(C)C=1C=C(C=2N(C1N1CCS(CCC1)(=O)=O)N=CC2)Cl 2-Amino-N-{1-[4-chloro-7-(1,1-dioxido-1,4-thiazepan-4-yl)pyrazolo[1,5-a]pyridin-6-yl]-ethyl}pyrazolo[1,5-a]pyrimidine-3-carboxamide trifluoroacetate